BrC1=CC(=C(C[C@H]2NC(=NOC2)C2=C(N=NC(=C2)C)OC2=C(C(=CC=C2)Cl)F)C=C1)C |r| (5RS)-5-(4-bromo-2-methylbenzyl)-3-[3-(3-chloro-2-fluorophenoxy)-6-methylpyridazin-4-yl]-5,6-dihydro-4H-1,2,4-oxadiazine